8-amino-N-{4-[2-(1,4'-bipiperidin-1'-yl)-1,1-difluoro-2-oxoethyl]-1,3-thiazol-2-yl}-4,4-dimethyl-4,5-dihydro-1H-pyrazolo[4,3-H]quinazoline-3-carboxamide NC1=NC=2C3=C(C(CC2C=N1)(C)C)C(=NN3)C(=O)NC=3SC=C(N3)C(C(=O)N3CCC(CC3)N3CCCCC3)(F)F